5-(piperazin-1-yl)pyridin-2-amine N1(CCNCC1)C=1C=CC(=NC1)N